P(=O)(O)(O)O.C1(CCCC1)[C@@H](CC#N)N1N=CC(=C1)C=1C2=C(N=CN1)NC=C2 (3R)-3-Cyclopentyl-3-[4-(7H-pyrrolo[2,3-d]pyrimidin-4-yl)-1H-pyrazol-1-yl]propanenitrile phosphate